ClC1=CC=C(C=C1)C1=C(C(=NC2=CC=CC=C12)C)C(C)=O 1-(4-(4-chlorophenyl)-2-methyl-3-quinolinyl)ethanone